5,7-dimethoxyflavan-4-one COC1=C2C(CC(OC2=CC(=C1)OC)C1=CC=CC=C1)=O